ClC=1C=C(C=C(C1)Cl)S(=O)(=O)NC1=CC=C(C=C1)S(NC1=C(C=C(C=C1)F)Cl)(=O)=O 3,5-dichloro-N-(4-(N-(2-chloro-4-fluorophenyl)sulfamoyl)phenyl)benzenesulfonamide